C(C)(C)(C)OCCNC=1C=C(C(=O)OC)C=CC1NC(CC1=C(C=C(C(=C1)F)C1=NC(=CC=C1)OCC1=C(C=C(C=C1)C#N)F)F)=O Methyl 3-((2-(tert-butoxy)ethyl)amino)-4-(2-(4-(6-((4-cyano-2-fluorobenzyl)oxy)pyridin-2-yl)-2,5-difluorophenyl)acetamido)benzoate